C1(CCCCC1)COC(C)(C)C=1N=CSC1 4-(2-(cyclohexylmethoxy)propan-2-yl)thiazol